NC=1N=C(C=C2C=C(N=CC12)NC(=O)[C@H]1[C@@H](C1)C=1C=NN(C1)C1OCCCC1)C=1C=NC=CC1C trans-N-[8-amino-6-(4-methyl-3-pyridyl)-2,7-naphthyridin-3-yl]-2-(1-tetrahydropyran-2-ylpyrazol-4-yl)cyclopropanecarboxamide